2-(tert-butyl) 6-methyl 8-(benzyloxy)-3,4-dihydroisoquinoline-2,6(1H)-dicarboxylate C(C1=CC=CC=C1)OC=1C=C(C=C2CCN(CC12)C(=O)OC(C)(C)C)C(=O)OC